tert-butyl (4,4-difluorocyclohexyl)(2-(3-methyl-1H-pyrazol-1-yl)-6-(4-oxotetrahydro-2H-pyran-3-yl)pyrimidin-4-yl)carbamate FC1(CCC(CC1)N(C(OC(C)(C)C)=O)C1=NC(=NC(=C1)C1COCCC1=O)N1N=C(C=C1)C)F